α-glycidoxyethyl-methyl-diethoxysilane C(C1CO1)OC(C)[Si](OCC)(OCC)C